(1S,2R)-N-(6-(5-chloro-7-(dimethylamino)-6-fluoro-1H-indazol-4-yl)imidazo[1,2-a]pyridin-2-yl)-2-fluorocyclopropane-1-carboxamide ClC=1C(=C2C=NNC2=C(C1F)N(C)C)C=1C=CC=2N(C1)C=C(N2)NC(=O)[C@H]2[C@@H](C2)F